BrCC=1C=NC2=C(N=CC=C2C1)Cl 3-(bromomethyl)-8-chloro-1,7-naphthyridin